(R)-4-(pyrazolo[1,5-a]pyridin-2-yl)-5-(pyridin-2-yl)-4,5,6,7-tetrahydro-1H-imidazo[4,5-c]pyridine N1=C(C=C2N1C=CC=C2)[C@@H]2N(CCC1=C2N=CN1)C1=NC=CC=C1